FC=1C=C(C=C(C1CN1C(C=CC2=CN=C3C(=C12)C=CC(=N3)OC)=O)F)S(=O)(=O)N 3,5-difluoro-4-((8-methoxy-2-oxopyrido[2,3-H][1,6]naphthyridin-1(2H)-yl)methyl)benzenesulfonamide